iron-cobalt-zirconium [Zr].[Co].[Fe]